(S)-N-((S)-1-(2-chlorophenyl)-2-(3,3-difluorocyclobutylamino)-2-oxoethyl)-N-(3-fluorophenyl)-3-hydroxy-2-(pyrimidin-2-ylamino)propanamide ClC1=C(C=CC=C1)[C@@H](C(=O)NC1CC(C1)(F)F)N(C([C@H](CO)NC1=NC=CC=N1)=O)C1=CC(=CC=C1)F